(6-methoxy-1H-indol-3-yl)-(6-methoxy-2-pyridyl)methanone COC1=CC=C2C(=CNC2=C1)C(=O)C1=NC(=CC=C1)OC